5-oxo-1-phenyl-N-[(1s,4s)-4-{[6-chloro-2-(trifluoromethyl)quinolin-4-yl]amino}cyclohexyl]pyrrolidine-2-carboxamide O=C1CCC(N1C1=CC=CC=C1)C(=O)NC1CCC(CC1)NC1=CC(=NC2=CC=C(C=C12)Cl)C(F)(F)F